[Na+].CS(=O)[O-] methanesulphinic acid sodium salt